(2,6-difluoro-4-(8-(2-methyl-1-oxo-6-(trifluoromethyl)-1,2-dihydroisoquinolin-7-yl)indolizine-3-carbonyl)phenyl)but-2-enamide FC1=C(C(=CC(=C1)C(=O)C1=CC=C2C(=CC=CN12)C1=C(C=C2C=CN(C(C2=C1)=O)C)C(F)(F)F)F)C(C(=O)N)=CC